FC=1C(=NC(=NC1)NC1CCN(CC1)S(=O)(=O)C)C1=C(C2=C([C@]3(N(C2=O)C)[C@H](CCC3)C)S1)C (1R,2S)-2'-(5-fluoro-2-((1-(methylsulfonyl)piperidin-4-yl)amino)pyrimidin-4-yl)-2,3',5'-trimethylspiro[cyclopentane-1,6'-thieno[2,3-c]pyrrol]-4'(5'H)-one